[C@H]12CN(C[C@H](CC1)N2)C2=NC(=NC1=C(C(=C(C=C21)F)C2=CNC1=CC=CC(=C21)Cl)F)OCC21CCCN1CCC2 4-((1R,5S)-3,8-diazabicyclo[3.2.1]octan-3-yl)-7-(4-chloro-1H-indol-3-yl)-6,8-difluoro-2-((tetrahydro-1H-pyrrolizin-7a(5H)-yl)methoxy)quinazoline